C1(=CC=CC=C1)S(=O)(=O)NC(CCC=CC)=O N-(phenylsulfonyl)-4-hexenamide